C(CCC)SC(C=O)CC n-butylthiobutanal